NC1=C(C(=O)NC2=CC=CC=3OC(OC32)(F)F)C=CC(=N1)C1=CC=NN1C 2-amino-N-(2,2-difluorobenzo[d][1,3]dioxol-4-yl)-6-(1-methyl-1H-pyrazol-5-yl)nicotinamide